2-bromo-2-fluoro-3,4-dihydronaphthalen-1-one BrC1(C(C2=CC=CC=C2CC1)=O)F